2-(cyclohexylamino)-4-(4-cyclohexylphenyl)-4-oxo-butyric acid C1(CCCCC1)NC(C(=O)O)CC(=O)C1=CC=C(C=C1)C1CCCCC1